(S)-3-(2-(2-(2-naphthamido)benzamido)-3-phenylpropanamido)-N,N,N-trimethylpropan-1-aminium iodide [I-].C1=C(C=CC2=CC=CC=C12)C(=O)NC1=C(C(=O)N[C@H](C(=O)NCCC[N+](C)(C)C)CC2=CC=CC=C2)C=CC=C1